COC(=O)C=1N=NC(=CC1NC1=CC=C(C=C1)S(=O)(=O)C)C1=C(C=CC=C1F)Cl 6-(2-chloro-6-fluorophenyl)-4-((4-(methylsulfonyl)phenyl)amino)pyridazine-3-carboxylic acid Methyl ester